2,4,5-trifluoro-phenylacetoacetic acid ethyl ester C(C)OC(CC(=O)CC1=C(C=C(C(=C1)F)F)F)=O